C1C=2C(C3=C(OC4=C3C=CC=C4)C2C=CC1)=O dihydro-10H-indeno[1,2-b]benzofuran-10-one